C1(CCCC1)SC=1C=2N(C=CC1)C(=NC2)C(C)(C)NC(OC(C)(C)C)=O tert-butyl (2-(8-(cyclopentylthio)imidazo[1,5-a]pyridin-3-yl)prop-2-yl)carbamate